N-[(1R)-1-[3-nitro-5-(trifluoromethyl)phenyl]ethyl]-6-oxo-1-[3-[[(2S)-1,1,1-Trifluoropropan-2-yl]amino]phenyl]dihydropyridine-3-carboxamide [N+](=O)([O-])C=1C=C(C=C(C1)C(F)(F)F)[C@@H](C)NC(=O)C1CN(C(C=C1)=O)C1=CC(=CC=C1)N[C@H](C(F)(F)F)C